2-(9-ethyl-6-morpholino-2-(4-phenyl-1H-pyrazol-1-yl)-9H-purin-8-yl)propan-1-ol C(C)N1C2=NC(=NC(=C2N=C1C(CO)C)N1CCOCC1)N1N=CC(=C1)C1=CC=CC=C1